C(C)OC1=C(C(C1=O)=O)NCC1=CC=C(OC(=O)NCCCCCCN2C(N(C(N(C2=O)CCCCCCNC(=O)OC2=CC=C(C=C2)CNC2=C(C(C2=O)=O)OCC)=O)CCCCCCNC([O-])=O)=O)C=C1 N-[6-[3,5-bis[6-[[4-[[(2-ethoxy-3,4-dioxo-cyclobuten-1-yl)amino]methyl]phenoxy]carbonylamino]hexyl]-2,4,6-trioxo-1,3,5-triazinan-1-yl]hexyl]carbamate